C1([C@H](O)[C@@H](O)[C@H](O)[C@H](O1)CO)C=1C(=C(O)C=CC1CCC(=O)C=1C(O)=CC(O)=CC1O)C1[C@H](O)[C@@H](O)[C@H](O)[C@H](O1)CO diglucosyl-phloretin